COC1=CC=CC=2C=3N(C(=NC12)N)N=C(N3)[C@@H]3C[C@@H](C3)C3=CC=C(C=C3)CN3CCNCC3 7-methoxy-2-(cis-3-{4-[(piperazin-1-yl)methyl]phenyl}cyclobutyl)[1,2,4]triazolo[1,5-c]quinazolin-5-amine